N-(5-(5-chloro-6-fluoro-7-(methylamino)-1H-indazol-4-yl)pyrazolo[1,5-a]pyridin-2-yl)-2-fluorocyclopropane-1-carboxamide ClC=1C(=C2C=NNC2=C(C1F)NC)C1=CC=2N(C=C1)N=C(C2)NC(=O)C2C(C2)F